7-Nitro-2,3-dihydro-4H-benzo[b][1,4]Oxazine-4-carboxylic acid tert-butyl ester C(C)(C)(C)OC(=O)N1C2=C(OCC1)C=C(C=C2)[N+](=O)[O-]